BenzImidazolone C1CNCCC1N2C3=CC=CC=C3NC2=O